C(=O)(O)C1=C(C=CC=C1C(=O)O)C(C)C1=C(C(=CC=C1)C(=O)O)C(=O)O bis(2,3-dicarboxyphenyl)ethane